(3-((4-fluorophenyl)sulfonylamino)-4-hydroxyphenyl)-[1,1'-biphenyl] FC1=CC=C(C=C1)S(=O)(=O)NC=1C=C(C=CC1O)C1=C(C=CC=C1)C1=CC=CC=C1